FC1=C(C(=CC(=C1)C(NC)=O)F)C1=C(C2=NC=C(C=C2O1)C)C[C@H]1CN(CCO1)C(=O)OC(C)(C)C tert-butyl (S)-2-((2-(2,6-difluoro-4-(methylcarbamoyl)phenyl)-6-methylfurano[3,2-b]pyridin-3-yl)methyl)morpholine-4-carboxylate